2-((4-methoxybenzyl)amino)phenol COC1=CC=C(CNC2=C(C=CC=C2)O)C=C1